octadecyl-triethoxysilane tert-butyl-4-(4-amino-2,5-difluoro-phenyl)-3,6-dihydro-2H-pyridine-1-carboxylate C(C)(C)(C)OC(=O)N1CCC(=CC1)C1=C(C=C(C(=C1)F)N)F.C(CCCCCCCCCCCCCCCCC)[Si](OCC)(OCC)OCC